Cl.F[C@@H](CN)C (R)-2-fluoropropan-1-amine HCl salt